OCC1OCC(CC1O)OC 2-(hydroxymethyl)-5-methoxytetrahydro-2H-pyran-3-ol